CCN1C(C(=C(C1=O)CCCCCC)C1=CC=CC=C1)=O N-2-ethylhexyl-phenylmaleimide